2-(4-methoxybenzyl)-3,4-dihydro-2H-thieno[3,2-f][1,5,2]dithiazepine 1,1-dioxide COC1=CC=C(CN2S(C3=C(SCC2)C=CS3)(=O)=O)C=C1